C(C1=CC=CC=C1)C=1C=CC(=NC1)C=1C=C2CN(C(C2=CC1)=O)C1C(NC(CC1)=O)=O 3-(5-(5-Benzylpyridin-2-yl)-1-oxoisoindolin-2-yl)piperidine-2,6-dione